5,7-Diphenyl-N-(3-(pyridin-2-ylamino)propyl)pyrazolo[1,5-a]pyrimidine-2-carboxamide C1(=CC=CC=C1)C1=NC=2N(C(=C1)C1=CC=CC=C1)N=C(C2)C(=O)NCCCNC2=NC=CC=C2